ClC=1C=CC2=C(CC3(CC=4N2C(=NN4)[C@@H]4CC[C@H](CC4)C(F)(F)F)OCCCO3)C1 8'-chloro-1'-[trans-4-(trifluoromethyl)cyclohexyl]-4'H,6'H-spiro[1,3-dioxane-2,5'-[1,2,4]triazolo[4,3-a][1]benzazepine]